2-trifluoroethyl-pyrazine-2-carboxamide FC(CC1(NC=CN=C1)C(=O)N)(F)F